N-(prop-2-yn-1-yl)methacrylamide C(C#C)NC(C(=C)C)=O